ClC=1C=CC=2N(N1)C=NC(C2C2=C(C=C(C=C2F)F)F)=O 2-chloro-5-(2,4,6-trifluorophenyl)-6H-pyrimido[1,6-b]pyridazin-6-one